COC([C@H](CC1CCCCC1)NC(=O)OC(CC1=CC(=CC=C1)Cl)C1=CC(=CC=C1)Cl)=O.[Ba].F[Gd](F)(F)(F)(F)(F)F heptafluorogadolinium barium Methyl-(2S)-2-(((1,2-bis(3-chlorophenyl)ethoxy)carbonyl)amino)-3-cyclohexylpropanoate